dioctylphenylethylene C(CCCCCCC)C(=CC1=CC=CC=C1)CCCCCCCC